COC=1C=CC2=C(N(C(C=N2)=O)C2CCN(CC2)C(=O)OC(C)(C)C)N1 tert-butyl 4-(6-methoxy-3-oxopyrido[2,3-b]pyrazin-4(3H)-yl)piperidine-1-carboxylate